4-azaphenyl-alanine C1(=CC=NC=C1)N[C@@H](C)C(=O)O